COC=1C=C(C=C(C1)OC)CCC1=CC(=NN1)NC(C1=CC=C(C=C1)N1C[C@@H](N[C@@H](C1)C)C)=O N-[5-[2-(3,5-dimethoxyphenyl)ethyl]-1H-pyrazol-3-yl]-4-[(3S,5R)-3,5-dimethylpiperazin-1-yl]benzamide